3-(4-methoxybenzylidene)camphor COC1=CC=C(C=C2C(C3(CCC2C3(C)C)C)=O)C=C1